C(#N)C1=CC(=C(COC2=CC=CC(=N2)N2[C@H](CN(CC2)C(=O)OC(C)(C)C)C)C=C1)F Tert-butyl (S)-4-(6-((4-cyano-2-fluorobenzyl) oxy) pyridin-2-yl)-3-methylpiperazine-1-carboxylate